NC=1N=C(C2=C(N1)C=CN(C2=O)CC2=CC=C(C=C2)S(=O)(=O)N2CCNCC2)NCCCC 2-amino-4-(butylamino)-6-(4-(piperazin-1-ylsulfonyl)benzyl)pyrido[4,3-d]pyrimidin-5(6H)-one